N1C=CC2=CC(=CC=C12)\C=C/1\C(N(/C(/S1)=N/CC1=CC=CC=C1)C1=CC=C(C=C1)F)=O (2Z,5Z)-5-((1H-indol-5-yl)methylene)-2-(benzylimino)-3-(4-fluorophenyl)thiazolidin-4-one